2-[[6-(1,1-difluoroethyl)-2-methyl-3-pyridyl]sulfonyl]-2,6-diazaspiro[3.3]heptane FC(C)(F)C1=CC=C(C(=N1)C)S(=O)(=O)N1CC2(C1)CNC2